BrC=1C2=C(SC1C1=C(C(=CC(=C1)C)C13C[C@]4(C[C@](CC(C1)C4)(C3)C)C)OCOC)C=CC=C2 3-bromo-2-(3-((1r,3R,5S,7r)-3,5-dimethyladamantan-1-yl)-2-(methoxymethoxy)-5-methylphenyl)benzo[b]thiophene